N-((3R,5S)-5-((4H-1,2,4-triazol-4-yl)methyl)pyrrolidin-3-yl)-5-(2-cyclopropyl-5-(trifluoromethoxy)phenyl)-1,3,4-oxadiazole-2-carboxamide TFA salt OC(=O)C(F)(F)F.N=1N=CN(C1)C[C@@H]1C[C@H](CN1)NC(=O)C=1OC(=NN1)C1=C(C=CC(=C1)OC(F)(F)F)C1CC1